FC1(CN(C[C@H](C1)NC1=NC=C(C(=N1)C1=CNC2=CC=CC=C12)C(F)(F)F)C(=O)OCC1=CC=CC=C1)F benzyl (5S)-3,3-difluoro-5-[[4-(1H-indol-3-yl)-5-(trifluoromethyl)pyrimidin-2-yl]amino]piperidine-1-carboxylate